FC1(CN(C1)C(=O)C1=C(C[N+](C=C1)=O)C1=C(C2=C(NC(=N2)[C@@H](NC(=O)C=2C(=NOC2)C)C2CCC(CC2)C)C=C1)F)F N-[(S)-{5-[4-(3,3-difluoroazetidine-1-carbonyl)-1-oxopyridin-1-ium-3-yl]-4-fluoro-1H-benzoimidazol-2-yl}(4-methylcyclohexyl)methyl]-3-methylisoxazole-4-carboxamide